CC(C#CCCO)=C 5-Methyl-5-hexen-3-yn-1-ol